ethyl 1-[(6-{3-azabicyclo[3.1.0]hexan-3-yl}-2-methylpyridin-3-yl)methyl]-3-(prop-1-en-2-yl)-1H-pyrazole-4-carboxylate C12CN(CC2C1)C1=CC=C(C(=N1)C)CN1N=C(C(=C1)C(=O)OCC)C(=C)C